ClC=1C=CC2=C(CC3(CC=4N2C(=NN4)C4CCC(CC4)(OC)CC)OCCO3)C1 8'-chloro-1'-(trans-4-ethyl-4-methoxycyclohexyl)-4'H,6'H-spiro[1,3-dioxolane-2,5'-[1,2,4]triazolo[4,3-a][1]benzazepine]